O1C(=CC=C1)CCC(C)NC N-[3-(2-furyl)-1-methylpropyl]-N-methylamine